CN1C(=NC=C1)C(=O)ON=CC1=CC(=C(C=C1)F)F 3,4-Difluorobenzaldehyde-O-(1-methyl-1H-imidazole-2-carbonyl) oxime